CN1N=C(C=C1C1=C(C=C(C=C1)[N+](=O)[O-])S(=O)(=O)N)C(F)(F)F 2-[1-methyl-3-(trifluoromethyl)-1H-pyrazol-5-yl]-5-nitrobenzenesulfonamide